4-(4-(3-(3-(tert-butyl)-1-phenyl-1H-pyrazol-5-yl)ureido)-3-(methylthio)phenoxy)-N-phenylpyridinamide C(C)(C)(C)C1=NN(C(=C1)NC(NC1=C(C=C(OC2=CC(=NC=C2)C(=O)NC2=CC=CC=C2)C=C1)SC)=O)C1=CC=CC=C1